F[B-](F)(F)F.C[S+](C)(C)C tetramethylsulphur tetrafluoroborate